methyl-N4-(2-oxo-2,3-dihydro-1,3-benzoxazol-5-yl)-N2-(2H-pyrido[3,2-b][1,4]oxazin-3(4H)-on-7-yl)-2,4-pyrimidinediamine CC=1C(=NC(=NC1)NC1=CC=2OCC(NC2N=C1)=O)NC=1C=CC2=C(NC(O2)=O)C1